C1(=C(C=CC=C1)C1=C(C=CC(=N1)NS(=O)(=O)C1=NC=CC=C1)C(F)(F)F)C N-(6-(o-tolyl)-5-(trifluoromethyl)pyridin-2-yl)pyridine-2-sulfonamide